tert-Butyl 5-({O-[tert-butyl(diphenyl)silyl]-N-(2H3)methyl-D-seryl}amino)-1H-pyrazolo[4,3-b]pyridine-1-carboxylate [Si](C1=CC=CC=C1)(C1=CC=CC=C1)(C(C)(C)C)OC[C@@H](NC([2H])([2H])[2H])C(=O)NC1=CC=C2C(=N1)C=NN2C(=O)OC(C)(C)C